C(\C=C(/C)\CCC=C(C)C)C1=C(C=C(C=C1O)CCCCC)[O-] 2-geranyl-3-hydroxy-5-pentylphenolate